OCCCOCCOCCNC(OCC1=CC=CC=C1)=O benzyl (2-(2-(3-hydroxypropoxy)ethoxy)ethyl)carbamate